FC1=C(C=C(C=C1)OC=1C(=C2C=CNC2=CC1F)SC)C=1NC(=CN1)C(C#N)(C)C1=CC(=CC=C1)I 2-(2-(2-fluoro-5-((6-fluoro-4-(methylsulfanyl)-1H-indol-5-yl)oxy)phenyl)-1H-imidazol-5-yl)-2-(3-iodophenyl)propionitrile